ClC1=C(C=CC=C1)C(CCC#N)NCC=1C=NC=CC1 (E)-4-(2-chlorophenyl)-4-((pyridin-3-ylmethyl)amino)butyronitrile